[O-2].[Fe+2].[Sm+3] Samarium-Iron Oxide